C(C)N(CC)CC1=CC=CC=2NC(=NC21)C2=C(C=CC=C2)NS(=O)(=O)C2=CC=C(OCC(=O)O)C=C2 {4-{2-{4-[(diethylamino)methyl]-1H-benzimidazol-2-yl}phenyl-sulfamoyl}phenoxy}acetic acid